O=C1NC(CCC1N1C(C2=CC=C(C=C2C1=O)OCCCOCCCOCCCOC1=CC=C(C=C1)\C(=C(\CC)/C1=CC=CC=C1)\C1=CC=C(C=C1)O)=O)=O (Z)-2-(2,6-dioxopiperidin-3-yl)-5-(3-(3-(3-(4-(1-(4-hydroxyphenyl)-2-phenylbut-1-en-1-yl)phenoxy)propoxy)propoxy)propoxy)isoindoline-1,3-dione